FC(C1=NN=C(O1)C1=CN=C(S1)CN(C(C1=CN=CC=C1)=O)C1=CC(=CC=C1)C(F)(F)F)F N-((5-(5-(difluoromethyl)-1,3,4-oxadiazol-2-yl)thiazol-2-yl)methyl)-N-(3-(trifluoromethyl)phenyl)nicotinamide